bismuth Potassium ferricyanide [Fe-3](C#N)(C#N)(C#N)(C#N)(C#N)C#N.[K+].[Bi+3]